((tetrahydro-2H-pyran-4-yl)methyl)-1H-benzo[d]imidazole-carboxylic acid O1CCC(CC1)CN1C(=NC2=C1C=CC=C2)C(=O)O